BrC=1C=C(C(=C(C=O)C1)F)CC 5-bromo-3-ethyl-2-fluorobenzaldehyde